((5-(methylsulfonyl)pyridin-2-yl)methyl)benzamide CS(=O)(=O)C=1C=CC(=NC1)CC1=C(C(=O)N)C=CC=C1